4-vinyl-phenylboronic acid C(=C)C1=CC=C(C=C1)B(O)O